Tert-butyl (R,E)-2-(3-((4-((4-([1,2,4]triazolo[4,3-c]pyrimidin-7-yloxy)-3-methylphenyl)amino)quinazolin-6-yl)amino)-3-oxoprop-1-en-1-yl)pyrrolidin-1-carboxylate N=1N=CN2C=NC(=CC21)OC2=C(C=C(C=C2)NC2=NC=NC1=CC=C(C=C21)NC(/C=C/[C@@H]2N(CCC2)C(=O)OC(C)(C)C)=O)C